2-Chloro-9-(4-(1-methyl-4-(trifluoromethyl)-1H-imidazol-2-yl)benzyl)-7-(2,2,2-trifluoroethyl)-7H-purin-8(9H)-imine ClC1=NC=C2N(C(N(C2=N1)CC1=CC=C(C=C1)C=1N(C=C(N1)C(F)(F)F)C)=N)CC(F)(F)F